(E)-ethyl 3-(dimethylamino)acrylate CN(/C=C/C(=O)OCC)C